ClC=1C=C(C=CC1)C1(OC(=C(C1=O)OC(C)=O)N)C 2-(3-chlorophenyl)-2-methyl-4-acetoxy-5-amino-3(2H)-furanone